3-benzyl-6-(4-bromobenzyl)-2,3,4,6-tetrahydropyrido[3,4-c][1,8]naphthyridin-5(1H)-one C(C1=CC=CC=C1)N1CC=2C(N(C=3N=CC=CC3C2CC1)CC1=CC=C(C=C1)Br)=O